(1S,3R,4S,5R)-3-((5-fluoro-4-(3-fluoro-6-(2-hydroxypropan-2-yl)-7-methylthieno[3,2-b]pyridin-2-yl)pyrimidin-2-yl)amino)-6,8-dioxabicyclo[3.2.1]octan-4-ol FC=1C(=NC(=NC1)N[C@@H]1C[C@H]2CO[C@@H]([C@H]1O)O2)C2=C(C1=NC=C(C(=C1S2)C)C(C)(C)O)F